CN1C(NC=2C1=NC(=CC2)CN2CCN(CC2)C(=O)OC(C)(C)C)=O tert-butyl 4-[(3-methyl-2-oxo-2,3-dihydro-1H-imidazo[4,5-b]pyridin-5-yl)methyl]piperazine-1-carboxylate